8-oxa-3-azabicyclo[3.2.1]octane-3-sulfonamide C12CN(CC(CC1)O2)S(=O)(=O)N